5-(4,4,5,5-tetramethyl-1,3,2-dioxaborolan-2-yl)benzol CC1(OB(OC1(C)C)C=1C=CC=CC1)C